O=C1N(CC2=CC(=CC=C12)C=1N=NC=CC1)C1C(NC(CC1)=O)=O 3-(1-oxo-5-(pyridazin-3-yl)isoindolin-2-yl)piperidine-2,6-dione